diphenyl-[(methoxyphenyl)methoxy]silane C1(=CC=CC=C1)[SiH](OCC1=C(C=CC=C1)OC)C1=CC=CC=C1